OC1=C(C#N)C=C(C=C1)B1OC(C(O1)(C)C)(C)C 2-hydroxy-5-(4,4,5,5-tetramethyl-1,3,2-dioxaborolan-2-yl)benzonitrile